NC1=NC=C(C=N1)/C(=C/C=1C=C(C=NC1CC)C(=O)N[C@@H]1[C@H](C[C@H](C1)OC(F)(F)F)O)/F 5-[(1Z)-2-(2-aminopyrimidin-5-yl)-2-fluorovinyl]-6-ethyl-N-[(1S,2S,4S)-2-hydroxy-4-(trifluoromethoxy)cyclopentyl]pyridine-3-carboxamide